(rac)-((1s,3s)-3-Hydroxy-3-methylcyclobutyl)(6-(2-methoxy-3-methylphenyl)-2-azaspiro[3.4]octan-2-yl)methanon OC1(CC(C1)C(=O)N1CC2(C1)C[C@@H](CC2)C2=C(C(=CC=C2)C)OC)C |r|